ClC=1C=CC(=C(C1)C1=CC(N(C=C1OC)C(C(=O)NC1=CC=2C(=NN(N2)C)C=C1)CC)=O)N1N=NC(=C1)Cl 2-{4-[5-chloro-2-(4-chloro-1H-1,2,3-triazol-1-yl)phenyl]-5-methoxy-2-oxopyridin-1(2H)-yl}-N-(2-methyl-2H-benzotriazol-5-yl)butanamide